1-docosanoyl-2-(9Z-octadecenoyl)-sn-glycero-3-phosphocholine CCCCCCCCCCCCCCCCCCCCCC(=O)OC[C@H](COP(=O)([O-])OCC[N+](C)(C)C)OC(=O)CCCCCCC/C=C\CCCCCCCC